FC1=C(C=C(C=C1)CC1=NNC(C2=CC=CC(=C12)F)=O)C1=CC2=C(NC(=N2)NC(OC)=O)C=C1 Methyl (5-(2-fluoro-5-((8-fluoro-4-oxo-3,4-dihydrophthalazin-1-yl)methyl) phenyl)-1H-benzoimidazol-2-yl)carbamate